OCC(C)(C)C1=CC=CC(=N1)C(=O)N 6-(2-Hydroxy-1,1-dimethyl-ethyl)pyridine-2-carboxamide